2,2'-methylenebis(6-t-butyl-4-ethylphenol) C(C1=C(C(=CC(=C1)CC)C(C)(C)C)O)C1=C(C(=CC(=C1)CC)C(C)(C)C)O